N[C@@H](CCC(=O)N[C@@H](CCC(N)=O)C(=O)O)C(=O)O gamma-glutamyl-Glutamine